NC1=C(C=C(C=C1S(=O)(=O)O)C1=CC(=C(C=C1)N)C)C 4,4'-diamino-3,3'-dimethyl-biphenyl-5-sulfonic acid